C1(CC1)OC1=C(C=CC=C1)OC(=O)C=1C(NC(NC1[N+](=O)[O-])=O)=O cyclopropyloxyphenylnitrouracilcarboxylic acid